BrC1C(C2=C(S1)C=CC=C2)Br 2,3-dibromo-2,3-dihydrobenzo[B]thiophene